Cl.NC1CC2CCC(C1)N2C2=CN=C1C(=N2)NC=C1C=1C(=C2C(N(C=NC2=CC1)C)=O)Cl 6-{3-[endo-3-amino-8-azabicyclo[3.2.1]octan-8-yl]-5H-pyrrolo[2,3-b]pyrazin-7-yl}-5-chloro-3-methyl-3,4-dihydroquinazolin-4-one, hydrochloride salt